(S)-N-(4-((3-(dimethylamino)pyrrolidin-1-yl)methyl)-3-fluorophenyl)-3-ethynyl-4-methylbenzamide CN([C@@H]1CN(CC1)CC1=C(C=C(C=C1)NC(C1=CC(=C(C=C1)C)C#C)=O)F)C